BrC=1C(=CSC1Br)Cl 4,5-Dibromo-3-chlorothiophen